4'-ethyl-2'-fluoro-4-propyl-p-terphenyl C(C)C1(CC(=C(C=C1)C1=CC=C(C=C1)CCC)F)C1=CC=CC=C1